4-[4-bromo-3-hydroxy-8-(4-trifluoromethyl-phenyl)-quinolin-2-yl]-4-oxo-butyric acid ethyl ester C(C)OC(CCC(=O)C1=NC2=C(C=CC=C2C(=C1O)Br)C1=CC=C(C=C1)C(F)(F)F)=O